C(CCCCCCC\C=C/CCCCCCCC)(=O)O.C(CCCCCCC\C=C/CCCCCCCC)(=O)O.OCC(O)CO.OCC(O)CO.OCC(O)CO.OCC(O)CO tetraglycerol dioleate